N-(4-cyclohexylphenyl)-N-(3',5'-di-tert-butyl-1,1'-biphenyl-4-yl)-N-(9,9-dimethyl-9H-fluoren-2-yl)amine C1(CCCCC1)C1=CC=C(C=C1)N(C1=CC=2C(C3=CC=CC=C3C2C=C1)(C)C)C1=CC=C(C=C1)C1=CC(=CC(=C1)C(C)(C)C)C(C)(C)C